(R)-4-amino-2-(6-(3-(dimethylamino)pyrrolidine-1-yl)pyrazine-2-yl)-6-(thiazole-2-yl)nicotinonitrile NC1=CC(=NC(=C1C#N)C1=NC(=CN=C1)N1C[C@@H](CC1)N(C)C)C=1SC=CN1